FC(OC1=CC2=C(N=C(O2)C=2C(=C(C=CC2)C2=C(C(=CC=C2)C2=CC(=C(C=C2)CNCCO)F)C)C)C=C1CN1[C@@H](CCC1)C(=O)O)F ((6-(difluoromethoxy)-2-(3''-fluoro-4''-(((2-hydroxyethyl)amino)methyl)-2,2'-dimethyl-[1,1':3',1''-terphenyl]-3-yl)benzo[d]oxazol-5-yl)methyl)-L-proline